(S)-3-((S)-2-(2-(2-TERT-BUTYLPHENYLAMINO)-2-OXOACETAMIDO)PROPANAMIDO)-4-OXO-5-(2,3,5,6-TETRAFLUOROPHENOXY)PENTANOIC ACID C(C)(C)(C)C1=C(C=CC=C1)NC(C(=O)N[C@H](C(=O)N[C@@H](CC(=O)O)C(COC1=C(C(=CC(=C1F)F)F)F)=O)C)=O